3-(1'-((1-(2-chlorobenzyl)-1H-pyrazol-4-yl)methyl)-6-oxo-6,8-dihydro-2H,7H-spiro[furo[2,3-e]isoindole-3,4'-piperidin]-7-yl)piperidine-2,6-dione ClC1=C(CN2N=CC(=C2)CN2CCC3(CC2)COC2=C4CN(C(C4=CC=C23)=O)C2C(NC(CC2)=O)=O)C=CC=C1